OC1=C(C(=NN1C1=NC=C(C=C1)C=1SC=CN1)C)C1=CC=C(C#N)C=C1 4-(5-hydroxy-3-methyl-1-(5-(thiazol-2-yl)pyridin-2-yl)-1H-pyrazol-4-yl)benzonitrile